C(C)(C)(C)OC(=O)N1C(CC(C(C1)C)OC1=NC=C(C=C1)OC(C)C)C (±)-cis-tert-butyl-4-((5-isopropoxypyridin-2-yl)oxy)-2,5-dimethylpiperidine-1-carboxylate